C1(CCCC1)CC(=O)O[C@@]1(CC[C@@]2([C@H]3CC[C@@]4([C@H](CC[C@H]4[C@@H]3CC[C@H]2C1)C(C)=O)C)C)C [(3R,5S,8R,9S,10S,13S,14S,17S)-17-acetyl-3,10,13-trimethyl-1,2,4,5,6,7,8,9,11,12,14,15,16,17-tetradecahydrocyclopenta[a]phenanthren-3-yl] 2-cyclopentylacetate